(S)-Methyl 2-(3-chloro-4-((5-(((S)-1-(3-isopropylphenyl)ethyl)carbamoyl)-2,3-dimethyl-1H-indol-1-yl)methyl)phenoxy)propanoate ClC=1C=C(O[C@H](C(=O)OC)C)C=CC1CN1C(=C(C2=CC(=CC=C12)C(N[C@@H](C)C1=CC(=CC=C1)C(C)C)=O)C)C